1,6-bis(2-bromophenoxy)hexane Bis-(2,2,6,6-tetramethyl-4-piperidyl)-dodecandioat CC1(NC(CC(C1)OC(CCCCCCCCCCC(=O)OC1CC(NC(C1)(C)C)(C)C)=O)(C)C)C.BrC1=C(OCCCCCCOC2=C(C=CC=C2)Br)C=CC=C1